C(N)(=O)C1=CC=CC(=N1)CN1C2=C(C3=CC=CC(=C13)C(=O)O)CCCC(C2)CCCCCC 5-[(6-carbamoylpyridin-2-yl)methyl]-7-hexyl-5H,6H,7H,8H,9H,10H-cyclohepta[b]indole-4-carboxylic acid